FC1=C(C(=C(C=C1OC)OC)F)N1C(N(C2=C(C1)C=NC1=C2C=C(N1S(=O)(=O)C1=CC=CC=C1)CN1CCCC1)CC)=S 3-(2,6-difluoro-3,5-dimethoxyphenyl)-1-ethyl-7-(phenylsulfonyl)-8-(pyrrolidin-1-ylmethyl)-1,3,4,7-tetrahydro-2H-pyrrolo[3',2':5,6]pyrido[4,3-d]pyrimidine-2-thione